FC1=C(C=CC(=C1)F)NC(C1=C(C(=CC=C1)C)F)=O N-(2,4-difluorophenyl)-2-fluoro-3-methylbenzamide